2-(4-hydroxytetrahydro-2H-pyran-4-yl)-N-methyl-N-phenyl-acetamide OC1(CCOCC1)CC(=O)N(C1=CC=CC=C1)C